benzyl (S)-2-(3-hydroxyphenyl)-2-(isoindolin-2-yl)acetate OC=1C=C(C=CC1)[C@@H](C(=O)OCC1=CC=CC=C1)N1CC2=CC=CC=C2C1